FC(C(=O)O)(F)F.[C@H]12N(CCN[C@H]2CC1)C=1C(C=2C(=NC(=C(N2)Br)C)N(C1CC)CC(=O)NC1=C(C=C(C=C1)C(F)(F)F)F)=O 2-(7-((1S,6S)-2,5-diazabicyclo[4.2.0]octan-2-yl)-2-bromo-6-ethyl-3-methyl-8-oxopyrido[2,3-b]pyrazin-5(8H)-yl)-N-(2-fluoro-4-(trifluoromethyl)phenyl)acetamide trifluoroacetate